C(#C)[Si](C#C)(C#C)C#C Tetraethynylsilane